docosa-4,7,10,13,16-pentaenoic acid C(CCC=CCC=CCC=CCC=CCC=CCCCCC)(=O)O